C(C1=CC=CC=C1)OCCCC=1N=C2N(C=C(C(=C2)OC(C)C)Br)C1 2-(3-benzyloxypropyl)-6-bromo-7-isopropoxy-imidazo[1,2-a]pyridine